OC1=CC(=NC=C1)N1N=C(C=2CCCC(C12)=O)C(F)(F)F (4-hydroxypyridin-2-yl)-3-(trifluoromethyl)-1,4,5,6-tetrahydro-7H-indazol-7-one